ClC1=CNC=2N=C(N=C(C21)N2CCC21CNCCC1)NC=1C=NN(C1)CC 5-chloro-N-(1-ethyl-1H-pyrazol-4-yl)-4-(1,6-diazaspiro[3.5]non-1-yl)-7H-pyrrolo[2,3-d]pyrimidin-2-amine